CN(C(=O)N1CCN(CC1)C=1C=2N(C=C(C1)S(NC1(CC1)C)(=O)=O)C(=CN2)C(=O)N(C2COC2)C)C 8-(4-(dimethylcarbamoyl)piperazin-1-yl)-N-methyl-6-(N-(1-methylcyclopropyl)sulfamoyl)-N-(oxetan-3-yl)imidazo[1,2-a]pyridine-3-carboxamide